N=1CCCC=C2C1C=CC=C2 3,4-dihydro-1-benzazepin